C(C)(=O)OC1C2(CCC(C1)C2(C)C)C 1,7,7-trimethylbicyclo[2.2.1]heptan-2-yl acetate